(trifluoromethyl)-6H,8H-spiro[pyrano[3,4-b]pyridine-5,2'-pyrrolidine] FC(F)(F)N1C2(CCC1)COCC1=NC=CC=C12